CN1C(CCC1=O)C(=O)NC1=CC(=CC=2N(C=NC21)C)OC2=NC=C(C=C2)C(F)(F)F 1-methyl-N-(1-methyl-6-((5-(trifluoromethyl)pyridin-2-yl)oxy)-1H-benzo[d]imidazol-4-yl)-5-oxopyrrolidine-2-carboxamide